N-((2,6-Diisopropylphenyl)carbamoyl)-4-hydroxypiperidin-1-sulfonamid C(C)(C)C1=C(C(=CC=C1)C(C)C)NC(=O)NS(=O)(=O)N1CCC(CC1)O